C1(CC1)C1=NN(C=C1C=1N(C=CN1)C)C(=O)OC(C)(C)C tert-butyl cyclopropyl-4-(1-methyl-1H-imidazol-2-yl)-1H-pyrazole-1-carboxylate